C1(=CC=CC=C1)P(=O)(C1=CC=CC=C1)CC(=O)C1=CC=C(C=C1)[N+](=O)[O-] (diphenylphosphoryl)-1-(4-nitrophenyl)ethan-1-one